3-amino-N-(3-methoxy-4-methylphenyl)cyclopentanecarboxamide NC1CC(CC1)C(=O)NC1=CC(=C(C=C1)C)OC